C=1(C(=CC=CC1)C)C r-ortho-xylene